1-{3-[4-(difluoromethoxy)-3-[(4-methoxyphenyl)methoxy]phenyl]pyrazol-1-yl}-3-(2,6-dimethylmorpholin-4-yl)propan-2-ol FC(OC1=C(C=C(C=C1)C1=NN(C=C1)CC(CN1CC(OC(C1)C)C)O)OCC1=CC=C(C=C1)OC)F